ClC=1C=C2C(=NC1)C1(C(O2)(C(C(C1O)C(=O)O)C1=CC=CC=C1)C1=CC=C(C=C1)C(F)(F)F)O 3-chloro-8,8a-dihydroxy-6-phenyl-5a-(4-(trifluoromethyl)phenyl)-5a,7,8,8a-tetrahydro-6H-cyclopenta[4,5]furo[3,2-b]pyridine-7-carboxylic acid